4-(dimethylamino)but-2-enamine hydrochloride Cl.CN(CC=CCN)C